2-hydroxyethyl (S)-4-((4'-(1,1,1,3,3,3-hexafluoro-2-hydroxypropan-2-yl)-[1,1'-biphenyl]-4-yl)methyl)-1-(pyridin-4-ylmethyl)piperazine-2-carboxylate FC(C(C(F)(F)F)(O)C1=CC=C(C=C1)C1=CC=C(C=C1)CN1C[C@H](N(CC1)CC1=CC=NC=C1)C(=O)OCCO)(F)F